NC(CCNC(=O)C1=C(C=C(C=C1)NC(=O)C1=NN(C(=C1C)C1=CC=C(C=C1)Cl)C1=C(C=C(C=C1)Cl)Cl)F)=O N-(4-((3-amino-3-oxopropyl)carbamoyl)-3-fluorophenyl)-5-(4-chlorophenyl)-1-(2,4-dichlorophenyl)-4-methyl-1H-pyrazole-3-carboxamide